1-[(4R)-2,2-dimethyl-1,3-dioxolan-4-yl]ethan-1-one CC1(OC[C@@H](O1)C(C)=O)C